2-Ethylsulfanyl-N-[(3-fluorophenyl)-methyl]-4-methyl-6-(2-oxa-6-azaspiro[3.4]octan-6-yl)-pyridine-3-carboxylic acid amide C(C)SC1=NC(=CC(=C1C(=O)NCC1=CC(=CC=C1)F)C)N1CC2(COC2)CC1